4-((2,4-dioxo-3-(4-(piperidin-1-ylmethyl)phenethyl)-3,4-dihydroquinazolin-1(2H)-yl)methyl)-N-hydroxybenzamide O=C1N(C2=CC=CC=C2C(N1CCC1=CC=C(C=C1)CN1CCCCC1)=O)CC1=CC=C(C(=O)NO)C=C1